(±)-methyl (1R,5R,6R)-5-((6-(5-((((cyclobutylmethyl)(methyl)carbamoyl)oxy)methyl)-1-methyl-1H-1,2,3-triazol-4-yl)-2-methylpyridin-3-yl)oxy)bicyclo[4.1.0]heptane-1-carboxylate C1(CCC1)CN(C(=O)OCC1=C(N=NN1C)C1=CC=C(C(=N1)C)O[C@@H]1CCC[C@]2(C[C@@H]12)C(=O)OC)C |r|